(triphenyl)phenylphosphonium C1(=CC=CC=C1)[P+](C1=CC=CC=C1)(C1=CC=CC=C1)C1=CC=CC=C1